CN1C(C(=CC=C1)S(=O)(=O)N)=O 1-methyl-2-oxo-1,2-dihydropyridine-3-sulfonamide